[(2S)-7-amino-2-methyl-3,5-dihydro-2H-thieno[2,3-e][1,4]dioxepin-6-yl]-(2,6-difluorophenyl)methanone NC1=C(C2=C(O[C@H](COC2)C)S1)C(=O)C1=C(C=CC=C1F)F